tert-butyl 4-(3,4-dihydro-2H-1,4-benzoxazin-8-yl)-3,3-difluoro-piperidine-1-carboxylate O1CCNC2=C1C(=CC=C2)C2C(CN(CC2)C(=O)OC(C)(C)C)(F)F